C(#N)C1=C(C=C(C=C1)NC(C(C)(C)N1N=CC(=C1)C1CCN(CC1)C1CCC2(CN(C2)C=2C=C3C(N(C(C3=CC2)=O)C2C(NC(CC2)=O)=O)=O)CC1)=O)C(F)(F)F N-(4-cyano-3-(trifluoromethyl)phenyl)-2-(4-(1-(2-(2-(2,6-dioxopiperidin-3-yl)-1,3-dioxoisoindolin-5-yl)-2-azaspiro[3.5]non-7-yl)piperidin-4-yl)-1H-pyrazol-1-yl)-2-methylpropanamide